C1(CC1)S(=O)(=O)NC1=CC=C(C(=N1)N1CCC(CC1)(CNC)C)C1=NN=C(O1)C1=CC(=NC=C1)N1CC(CCC1)C(=O)O 1-(4-(5-(6-(cyclopropanesulfonamido)-2-(4-methyl-4-((methylamino)methyl)piperidin-1-yl)pyridin-3-yl)-1,3,4-oxadiazol-2-yl)pyridin-2-yl)piperidine-3-carboxylic acid